2-(2,6-dioxopiperidin-3-yl)-5-[(2S)-2-(hydroxymethyl)pyrrolidin-1-yl]isoindole-1,3-dione O=C1NC(CCC1N1C(C2=CC=C(C=C2C1=O)N1[C@@H](CCC1)CO)=O)=O